N-methylphenyl-N',N'-dibutyl-urea CN(C(=O)N(CCCC)CCCC)C1=CC=CC=C1